1,1,6-trimethyl-6-vinyl-1,2,3,4,5,6,7,8-octahydronaphthalene CC1(CCCC=2CC(CCC12)(C=C)C)C